BrC=1C(=O)N(C(C1)=O)C1=CC(=C(C=C1)O)[N+](=O)[O-] 2-bromo-N-(4-hydroxy-3-nitrophenyl)maleimide